magnesium sulphate S(=O)(=O)([O-])[O-].[Mg+2]